N-(4-(4-amino-2-ethyl-1H-imidazo[4,5-c]quinolin-1-yl)butyl)-4-guanidinobutanamide NC1=NC=2C=CC=CC2C2=C1N=C(N2CCCCNC(CCCNC(=N)N)=O)CC